3-(4-((7-((3-chloroadamantan-1-yl)amino)heptyl)thio)-1-oxoisoindolin-2-yl)piperidine-2,6-dione ClC12CC3(CC(CC(C1)C3)C2)NCCCCCCCSC2=C3CN(C(C3=CC=C2)=O)C2C(NC(CC2)=O)=O